benzyl (2-(2-(4-fluorophenyl)-6-(((1R,5S,6s)-3-(1'-methyl-1'H-[1,3'-bipyrazole]-5'-carbonyl)-3-azabicyclo[3.1.0]hexan-6-yl)oxy)pyridin-4-yl)propan-2-yl)carbamate FC1=CC=C(C=C1)C1=NC(=CC(=C1)C(C)(C)NC(OCC1=CC=CC=C1)=O)OC1[C@@H]2CN(C[C@H]12)C(=O)C1=CC(=NN1C)N1N=CC=C1